4-(isoquinolin-4-ylamino)piperidine-1-carboxylic acid tert-butyl ester C(C)(C)(C)OC(=O)N1CCC(CC1)NC1=CN=CC2=CC=CC=C12